ClC1=CC(=C(C(=C1)C)C=1C(NC2(C1CCOC([O-])=O)COC1(CCOCC1)OC2)=O)OC 3-(4-Chloro-2-methoxy-6-methylphenyl)-2-oxo-7,11,14-trioxa-1-azadispiro[4.2.58.25]pentadec-3-en-4-ylethylcarbonat